CC1=CC=C(C=C1)S(=O)(=O)O[C@H]1C[C@@H](N(C1)C(=O)OCC1=CC=CC=C1)C(=O)OCC1=CC=CC=C1 Dibenzyl (2R,4S)-4-{[(4-methylphenyl)sulfonyl]oxy}pyrrolidine-1,2-dicarboxylate